methylbenzopyridine CC1=NC2=C(C=C1)C=CC=C2